[4-(3-chloro-phenoxymethyl)-phenylethynyl]-2-(1H-indol-6-yl)-benzoic acid ClC=1C=C(OCC2=CC=C(C=C2)C#CC=2C(=C(C(=O)O)C=CC2)C2=CC=C3C=CNC3=C2)C=CC1